2-hydroxy-2-methylpropyl (tert-butoxycarbonyl)-L-alaninate C(C)(C)(C)OC(=O)N[C@@H](C)C(=O)OCC(C)(C)O